C(C)C=1C(=CC(=NC1)C=C)C1=NC=2C=CC3=C(C2C=C1)C1=C(S3)C(N[C@@H](CN1)C)=O (R)-3-(5-ethyl-2-vinylpyridin-4-yl)-10-methyl-9,10,11,12-tetrahydro-8H-[1,4]diazepino[5',6':4,5]thieno[3,2-f]quinolin-8-one